FC([C@H](C1=CN(C2=CC(=C(C=C12)F)C=1C(=NC=CC1F)C(F)(F)F)CC(C)(C)C)NS(=O)(=O)C1CC1)F N-((1S)-2,2-difluoro-1-(5-fluoro-6-(4-fluoro-2-(trifluoromethyl)pyridin-3-yl)-1-neopentyl-1H-indol-3-yl)ethyl)cyclopropanesulfonamide